4-Methoxy-2-(((1R,5S,6S)-6-(6-((4-methylbenzyl)oxy)pyridin-2-yl)-3-azabicyclo[3.1.0]hexan-3-yl)methyl)-1-(((S)-oxetan-2-yl)methyl)-1H-benzo[d]imidazole-6-carboxylic acid COC1=CC(=CC=2N(C(=NC21)CN2C[C@H]1C([C@H]1C2)C2=NC(=CC=C2)OCC2=CC=C(C=C2)C)C[C@H]2OCC2)C(=O)O